2-(3-bromophenyl)-2-methylpropanoic acid methyl ester COC(C(C)(C)C1=CC(=CC=C1)Br)=O